CSC(CCC(=O)O)C 4-(METHYLSULFANYL)PENTANOIC ACID